COC1=C(C=CC(=C1)C(F)(F)F)C1=C2C(=C(N=N1)NC1CC3CCC(C1)N3C)C=NC=C2 1-[2-methoxy-4-(trifluoromethyl)phenyl]-N-(8-methyl-8-azabicyclo[3.2.1]oct-3-yl)pyrido[3,4-d]pyridazin-4-amine